2,4-difluoro-1,2,3,5,6,7-hexahydro-s-indacene FC1CC2=CC=3CCCC3C(=C2C1)F